COC(=O)C=1C(=NC=2N(C1)C=C(N2)C2CCC(CC2)COCC2=CC=CC=C2)OC(C)C.NC=2C=C(C=CC2)NC(C2=CC=C(C(=O)NC1=CC(=CC=C1)N)C=C2)=O N,N'-bis(3-aminophenyl)terephthalamide methyl-2-[4-(benzyloxymethyl)cyclohexyl]-7-isopropoxy-imidazo[1,2-a]pyrimidine-6-carboxylate